cyclobutyl-azetidine-3-sulfonamide C1(CCC1)N1CC(C1)S(=O)(=O)N